C(COCCOCCOCCOCCOCCOCCCC)O 3,6,9,12,15,18-hexaoxadocosane-1-ol